(3R)-3-[2-bromo-6-(difluoromethoxy)phenyl]-11-chloro-2,7-diazatricyclo[6.4.0.0^{2,6}]dodeca-1(8),6,9,11-tetraen-5-ol BrC1=C(C(=CC=C1)OC(F)F)[C@@H]1N2C=3C=C(C=CC3N=C2C(C1)O)Cl